O=C(CC(=O)O[C@H](C(=O)OC(C)C)C)C isopropyl (S)-alpha-3-oxobutanoyloxypropionate